(R)-1-phenoxypropane-2-amine O(C1=CC=CC=C1)C[C@@H](C)N